2,5,8,11-tetramethyl-6-dodecyne-5,8-diol CC(C)CCC(C#CC(CCC(C)C)(O)C)(O)C